tert-butyl N-methyl-N-[(1S)-1-methyl-2-[2-[[2-methyl-6-[(5-phenylthiazol-2-yl)amino]-4-pyridyl]oxy]ethylamino]-2-oxo-ethyl]carbamate CN(C(OC(C)(C)C)=O)[C@H](C(=O)NCCOC1=CC(=NC(=C1)NC=1SC(=CN1)C1=CC=CC=C1)C)C